FC=1C(=C(C=CC1F)[C@H]1[C@@H](S[C@](C1)(C(F)(F)F)C)C(=O)NC1=CC2=C(B(NC(C2)=O)O)C=C1)OC (2R,3S,5R)-3-(3,4-difluoro-2-methoxyphenyl)-N-(1-hydroxy-3-oxo-2,3-dihydro-1H-benzo[c][1,2]azaborin-6-yl)-5-methyl-5-(trifluoromethyl)tetrahydrothiophene-2-carboxamide